BrC1=C(C(=CC=2N(C(=NC21)C(=O)OCC)CC2=C(C=C(C=C2)OC)OC)Br)C(=O)C2=C(C=CC(=C2)F)Cl ethyl 4,6-dibromo-5-[(2-chloro-5-fluorophenyl)carbonyl]-1-[(2,4-dimethoxyphenyl)methyl]benzo[d]imidazole-2-carboxylate